NC1=C(C=C(C=N1)NC(C(=O)N1[C@H](CN([C@@H](C1)C)C(C(C)C)=O)C1=CC=C(C=C1)F)=O)C1CC1 N-(6-amino-5-cyclopropyl-3-pyridyl)-2-[(2S,5R)-2-(4-fluorophenyl)-5-methyl-4-(2-methylpropanoyl)piperazin-1-yl]-2-oxo-acetamide